CC(O)OCC1=CC=CC=C1 BENZYLOXYETHANOL